BrC=1C=C(C=C2C(N(C(=NC12)NC[C@H](C)O)CC=1C=NN(C1)C)=O)S(=O)(=O)NC1(CC1)C 8-bromo-2-{[(2S)-2-hydroxypropyl]amino}-N-(1-methylcyclopropyl)-3-[(1-methylpyrazol-4-yl)methyl]-4-oxoquinazoline-6-sulfonamide